BrC1=CC=C(C=C1)CCCC1=CC=C(C=C1)Br 1,3-Bis(4-bromophenyl)propane